3-(4-(2-((tert-butyldimethylsilyl)oxy)ethyl)pyridin-2-yl)-6-chloroimidazo[1,2-b]pyridazine [Si](C)(C)(C(C)(C)C)OCCC1=CC(=NC=C1)C1=CN=C2N1N=C(C=C2)Cl